C1=CC=CC=2C3=CC=CC=C3C(C12)COC(=O)NCCC[C@@H](C(=O)OC(C)C)NC(=O)[C@H]1N(CCC1)C([C@H](\C=C\[C@H](CC(C)C)NC(=O)OC(C)(C)C)CC1=CC=CC=C1)=O (S)-isopropyl 5-((((9H-fluoren-9-yl)methoxy)carbonyl)amino)-2-((S)-1-((2S,5S,E)-2-benzyl-5-((tert-butoxycarbonyl)amino)-7-methyloct-3-enoyl)pyrrolidine-2-carboxamido)pentanoate